NC=1N=C(SC1C(=O)C1=CC(=NO1)CNC1(CCCC1)C)N(C1=CC=C(C=C1)F)C(C(=O)N)C (N-[4-Amino-5-[3-[[(1-methylcyclopentyl)amino]methyl]isoxazol-5-carbonyl]thiazol-2-yl]-4-fluoroanilino)propanamid